FC(C(=O)NCC12CNCC(CC1)N2C(=O)OC(C)(C)C)(F)F tert-butyl 1-[[(2,2,2-trifluoroacetyl)amino]methyl]-3,8-diazabicyclo[3.2.1]octane-8-carboxylate